2-(1-((4-phenylpiperazin-1-yl)sulfonyl)ethyl)-10H-phenothiazine C1(=CC=CC=C1)N1CCN(CC1)S(=O)(=O)C(C)C1=CC=2NC3=CC=CC=C3SC2C=C1